N1=CC=C(C=C1)C=CC1=NN=CC2=CC=CC=C12 {2-(pyridin-4-yl)vinyl}phthalazine